8-(3,5-dichlorophenyl)-4-(dimethylamino)-N-((8R or S)-5,6,7,8-tetrahydroquinolin-5-yl)-1,7-naphthyridine-3-carboxamide ClC=1C=C(C=C(C1)Cl)C=1N=CC=C2C(=C(C=NC12)C(=O)NC1C=2C=CC=NC2CCC1)N(C)C